C[C@@H]1OC=2C=C(C=C(C2CC1)O)CCC (2S)-2-Methyl-7-propyl-3,4-dihydro-2H-chromen-5-ol